C(CCCCCCC(C)C)O isodecan-1-ol